tert-butyl (2R,5S)-5-(7-chloro-2H-chromene-3-amido)-2-{5-[2-(trifluoromethoxy)ethoxy]-1,3,4-oxadiazol-2-yl}piperidine-1-carboxylate ClC1=CC=C2C=C(COC2=C1)C(=O)N[C@H]1CC[C@@H](N(C1)C(=O)OC(C)(C)C)C=1OC(=NN1)OCCOC(F)(F)F